2-(5-chloropyrimidin-2-yl)-7-azaspiro[3.5]Nonane ClC=1C=NC(=NC1)C1CC2(C1)CCNCC2